3-[4-[4-[2-(5-amino-6-fluoro-indazol-2-yl)ethyl-methyl-amino]-1-piperidyl]-3-methyl-2-oxo-benzimidazol-1-yl]piperidine-2,6-dione NC1=CC2=CN(N=C2C=C1F)CCN(C1CCN(CC1)C1=CC=CC=2N(C(N(C21)C)=O)C2C(NC(CC2)=O)=O)C